CC=1SC2=C(N1)C=C(C=C2)C2=NC[C@H](CC2)C (S)-2-methyl-5-(5-methyl-3,4,5,6-tetrahydropyridin-2-yl)benzo[d]thiazole